CC(C)(C)OC(=O)NCCCOCCOCCOCCCNC(=O)CCC(=O)O N-Boc-N'-succinyl-4,7,10-trioxa-1,13-tridecanediamine